(2R)-2-(6-{5-chloro-2-[(oxan-4-yl)amino]pyrimidin-4-yl}-1-oxo-2,3-dihydro-1H-isoindol-2-yl)-N-[(1R)-1-{6-[2-(dimethylamino)ethoxy]pyridin-2-yl}ethyl]propanamide ClC=1C(=NC(=NC1)NC1CCOCC1)C1=CC=C2CN(C(C2=C1)=O)[C@@H](C(=O)N[C@H](C)C1=NC(=CC=C1)OCCN(C)C)C